4-iodo-2-sulfobenzoic acid sodium salt [Na+].IC1=CC(=C(C(=O)[O-])C=C1)S(=O)(=O)[O-].[Na+]